(E,E)-1,1'-((propane-1,3-diylbis(azanediyl))-bis(propane-3,1-diyl))bis(2,3-dimethylguanidine) C(CCNCCCN\C(=N\C)\NC)NCCCN\C(=N\C)\NC